ClC1=C(C=C(OCC(=O)NC23CC(C2)(C3)N3C=NC(=C3)C3(CCC3)OC(F)(F)F)C=C1)F 2-(4-chloro-3-fluoro-phenoxy)-N-[3-[4-[3-cis-(trifluoromethoxy)cyclobutyl]imidazol-1-yl]-1-bicyclo[1.1.1]pentanyl]acetamide